BrC1=C(C(=CC=C1)C)F 1-bromo-2-fluoro-3-methyl-benzene